3-(2-nitro-1-phenylethyl)-2-(2-(4,4,5,5-tetramethyl-1,3,2-dioxaborolan-2-yl)phenyl)-1H-indole [N+](=O)([O-])CC(C1=CC=CC=C1)C1=C(NC2=CC=CC=C12)C1=C(C=CC=C1)B1OC(C(O1)(C)C)(C)C